5-(2,5-Dimethylphenyl)-1,3,3,5,7-pentamethyloctahydrobenzo[c]isoxazol CC1=C(C=C(C=C1)C)C1(CC2C(N(OC2(C)C)C)C(C1)C)C